5-[(5S)-5-fluoro-2-(4-fluorophenyl)-5,6-dihydro-4H-pyrrolo[1,2-b]Pyrazol-3-yl]Pyrazolo[1,5-a]Pyridine F[C@H]1CC=2N(N=C(C2C2=CC=3N(C=C2)N=CC3)C3=CC=C(C=C3)F)C1